C(#N)C=1C=CC(=C(C(=O)NC2=CC(=NC(=C2)C)C)C1)S(=O)(=O)C 5-cyano-N-(2,6-dimethylpyridin-4-yl)-2-(methylsulfonyl)benzamide